5-[bis(thienylmethyl)aminocarbonyloxyethoxy]dimethylaminobenzylamine S1C(=CC=C1)CN(C(=O)OCCOC=1C=CC=C(CNN(C)C)C1)CC=1SC=CC1